methyl (S)-3-(oxetan-2-ylmethyl)-2-((4-(6-(pyrazolo[1,5-a]pyridin-4-ylmethoxy) pyridin-2-yl) piperidin-1-yl) methyl)-3H-imidazo[4,5-b]pyridine-5-carboxylate O1[C@@H](CC1)CN1C(=NC=2C1=NC(=CC2)C(=O)OC)CN2CCC(CC2)C2=NC(=CC=C2)OCC=2C=1N(C=CC2)N=CC1